C12COCC2C1C(=O)N1CCN(CC1)C=1C=2N(C=C(C1)S(=O)(=O)NC1(CC1)C#N)C(=NC2)C=2SC(=NN2)C(F)(F)F 8-(4-(3-oxabicyclo[3.1.0]hexane-6-carbonyl)piperazin-1-yl)-N-(1-cyanocyclopropyl)-3-(5-(trifluoromethyl)-1,3,4-thiadiazol-2-yl)imidazo[1,5-a]pyridine-6-sulfonamide